3-(2-(9-(3-(2,4-dioxotetrahydropyrimidin-1(2H)-yl)-4-methoxybenzoyl)-3,9-diazaspiro[5.5]undec-3-yl)ethyl)azetidine-1-carboxylic acid tert-butyl ester C(C)(C)(C)OC(=O)N1CC(C1)CCN1CCC2(CC1)CCN(CC2)C(C2=CC(=C(C=C2)OC)N2C(NC(CC2)=O)=O)=O